N1=C(C=CC=C1)CONC(=O)C1=NC(=CN=C1)C=1C=NC(=CC1)OC(F)(F)F N-(pyridin-2-ylmethoxy)-6-(6-(trifluoromethoxy)pyridin-3-yl)pyrazine-2-carboxamide